(±)-5-((4-(Aminomethyl)-3-((methylsulfinyl)methyl)phenyl)amino)-7-(cyclopropylamino)pyrazolo[1,5-a]pyrimidine-3-carbonitrile monotrifluoroacetic acid salt FC(C(=O)O)(F)F.NCC1=C(C=C(C=C1)NC1=NC=2N(C(=C1)NC1CC1)N=CC2C#N)C[S@](=O)C |r|